OC(C)(C)C1=CN=C(O1)C=1C(=C2C(=NC1)NC=C2)N[C@H]2CN(C[C@H](C2)C)C(CC#N)=O 3-((3R,5S)-3-((5-(5-(2-hydroxypropan-2-yl)oxazol-2-yl)-1H-pyrrolo[2,3-b]pyridin-4-yl)amino)-5-methylpiperidin-1-yl)-3-oxopropanenitrile